ethyl-1-(1-methylethyl)-1,4-cyclohexadiene C(C)C1=C(CC=CC1)C(C)C